O[C@@H]1CO[C@@H]([C@H]([C@@H]1O)O)C(C)(C)O (2S,3R,4R,5S,6S)-3,4,5-trihydroxy-6-(1-hydroxy-1-methyl-Ethyl)tetrahydropyran